COC=1C(=NC=C(N1)C)NS(=O)(=O)C=1C(=NC=CC1)C1=CC=C(C=C1)C=1OC=NN1 N-(3-methoxy-5-methylpyrazin-2-yl)-2-[4-(1,3,4-oxadiazole-2-yl)phenyl]pyridine-3-sulfonamide